N1(N=CC=C1)C=1C=C(CN(C2=CC(=CC=C2)COCCOCCN2CCOCC2)CC2=CC(=CC=C2)OC)C=CC1 N-(3-(1H-pyrazol-1-yl)benzyl)-N-(3-methoxybenzyl)-3-((2-(2-morpholinoethoxy)ethoxy)methyl)aniline